The molecule is a docosanoid anion that is the conjugate base of (10R,17S)-dihydroxy-(7Z,11E,13E,15Z,19Z)-docosapentaenoic acid, obtained by deprotonation of the carboxy group; major species at pH 7.3. It is a hydroxy polyunsaturated fatty acid anion and a docosanoid anion. It is a conjugate base of a (10R,17S)-dihydroxy-(7Z,11E,13E,15Z,19Z)-docosapentaenoic acid. CC/C=C\\C[C@@H](/C=C\\C=C\\C=C\\[C@@H](C/C=C\\CCCCCC(=O)[O-])O)O